1-(3,5-difluorophenyl)cyclopentylamine FC=1C=C(C=C(C1)F)C1(CCCC1)N